NCCCCCCCO 7-aminoheptanol